2-(3-(5-(4-chloropyridin-2-yl)-1,2,4-thiadiazol-3-yl)-6-oxo-pyridazin-1(6H)-yl)-N-ethyl-acetamide ClC1=CC(=NC=C1)C1=NC(=NS1)C1=NN(C(C=C1)=O)CC(=O)NCC